FC(C(=O)[O-])(F)F.[NH3+]C(CC=1N=C[NH2+]C1)C(=O)N(CC(C(C[NH2+]C)OCCCCCCCC\C=C\CCCCCCCC)OCCCCCCCC\C=C\CCCCCCCC)C.FC(C(=O)[O-])(F)F.FC(C(=O)[O-])(F)F 4-(2-ammonio-3-(methyl(4-(methylammonio)-2,3-bis(((E)-octadec-9-en-1-yl)oxy)butyl)amino)-3-oxopropyl)-1H-imidazol-1-ium trifluoroacetate salt